4-(6-(2,5-Difluorophenyl)-6-(1-methyl-2-oxo-1,2-dihydropyridin-3-yl)hex-1,3-diyn-1-yl)pyrazolo[1,5-a]pyridine-6-carboxamide FC1=C(C=C(C=C1)F)C(CC#CC#CC=1C=2N(C=C(C1)C(=O)N)N=CC2)C=2C(N(C=CC2)C)=O